benzyl (R)-(-)-mandelate C1=CC=C(C=C1)COC(=O)[C@@H](C2=CC=CC=C2)O